2,4-difluorophenyl-dihydrogenphosphat FC1=C(C=CC(=C1)F)OP(=O)(O)O